3,5'-dihydroxy-4'-methoxystilbene OC=1C=C(C=CC1)C=CC1=CC=C(C(=C1)O)OC